(4S)-4-({(1S)-2-[4,6-bis(trifluoromethyl)-1,3,5-triazin-2-yl]-6-chloro-2,3,4,9-tetrahydro-1H-pyrido[3,4-b]indol-1-yl}methyl)-1,3-dioxolan-2-one FC(C1=NC(=NC(=N1)C(F)(F)F)N1[C@H](C=2NC3=CC=C(C=C3C2CC1)Cl)C[C@@H]1OC(OC1)=O)(F)F